Pentanoic acid 7-[4-(4-benzo[b]thiophen-4-ylpiperazin-1-yl)butoxy]-4,4-dimethyl-2-oxo-3,4-dihydro-2H-quinolin-1-ylmethyl ester S1C2=C(C=C1)C(=CC=C2)N2CCN(CC2)CCCCOC2=CC=C1C(CC(N(C1=C2)COC(CCCC)=O)=O)(C)C